ClC=1C=CC2=C(N=C(O2)C=2C(=C(C=CC2)NC(C2=C(C=C(C=C2)[N+](=O)[O-])C(F)(F)F)=O)C)C1 N-(3-(5-chlorobenzo[d]oxazol-2-yl)-2-methylphenyl)-4-nitro-2-(trifluoromethyl)benzamide